COC(=O)C1CCC2(CC1)OC1(CC(CCC1)O[Si](C1=CC=CC=C1)(C1=CC=CC=C1)C(C)(C)C)OO2 10-((Tert-Butyldiphenylsilyl)oxy)-7,14,15-trioxadispiro[5.1.58.26]pentadecane-3-carboxylic acid methyl ester